ClC1=C(C=CC=C1)S(=O)(=O)NC=1N=C(C(=NC1)C=1C=C2C=NC(=NC2=C(C1)CC)NC1CCC(CC1)NC(OC(C)(C)C)=O)OC tert-butyl ((1r,4r)-4-((6-(5-(2-chlorophenylsulfonamido)-3-methoxypyrazin-2-yl)-8-ethylquinazolin-2-yl)amino)cyclohexyl)carbamate